(S)-t-butylsulfonamide C(C)(C)(C)S(=O)(=O)N